3-(Piperidine-1-carbonyl)-9H-pyrido[3,4-b]indole-1-carboxamide N1(CCCCC1)C(=O)C1=CC2=C(NC3=CC=CC=C23)C(=N1)C(=O)N